5-(2-methylphenyl)hexahydrocyclopenta[c]pyrrole-2(1H)-carboxamide CC1=C(C=CC=C1)C1CC2C(CN(C2)C(=O)N)C1